methyl 5-[5-(1-acetylazetidin-3-yl)-3-[(3,5-difluorophenyl)methoxy]pyridin-2-yl]-1-methylpyrrole-3-carboxylate C(C)(=O)N1CC(C1)C=1C=C(C(=NC1)C1=CC(=CN1C)C(=O)OC)OCC1=CC(=CC(=C1)F)F